Methyl-2-[2-chloro-4-(trifluoromethyl)phenyl]-5-[1-(phenylsulfonyl)-1H-pyrrolo[2,3-b]pyridin-4-yl]-1H-pyrrole-3-carboxylate COC(=O)C1=C(NC(=C1)C1=C2C(=NC=C1)N(C=C2)S(=O)(=O)C2=CC=CC=C2)C2=C(C=C(C=C2)C(F)(F)F)Cl